sodium dihydrogen phosphorate P(O)(O)([O-])=O.[Na+]